(2,3,5,6-tetrafluorophenyl) 4-[3-[1,4,7,10-tetrakis(2-tert-butoxy-2-oxo-ethyl)-1,4,7,10-tetrazacyclododec-2-yl]propyl]benzoate C(C)(C)(C)OC(CN1C(CN(CCN(CCN(CC1)CC(OC(C)(C)C)=O)CC(OC(C)(C)C)=O)CC(OC(C)(C)C)=O)CCCC1=CC=C(C(=O)OC2=C(C(=CC(=C2F)F)F)F)C=C1)=O